1',4',6',7'-tetrahydrospiro[cyclopropane-1,5'-indazole]-3'-carboxamide N1N=C(C=2CC3(CCC12)CC3)C(=O)N